C(C=C)(=O)OCCCCCCCCCCCCCCCCCCCC[Si](OC)(C)C acryloyloxyeicosyl-dimethyl-monomethoxysilane